The molecule is an organic sodium salt that is the heptahydrate form of pemetrexed disodium. Inhibits thymidylate synthase (TS), 421 dihydrofolate reductase (DHFR), and glycinamide ribonucleotide formyltransferase (GARFT). It has a role as an antimetabolite, an antineoplastic agent, an EC 1.5.1.3 (dihydrofolate reductase) inhibitor, an EC 2.1.1.45 (thymidylate synthase) inhibitor and an EC 2.1.2.2 (phosphoribosylglycinamide formyltransferase) inhibitor. It is an organic sodium salt and a hydrate. It contains a pemetrexed disodium. C1=CC(=CC=C1CCC2=CNC3=C2C(=O)NC(=N3)N)C(=O)N[C@@H](CCC(=O)[O-])C(=O)[O-].O.O.O.O.O.O.O.[Na+].[Na+]